4,6-diamino-2-methyl-mercaptopyrimidine NC1=NC(=NC(=C1S)N)C